4,4-dimethyl-3-phenyl-5-(quinolin-2-ylmethyl)-4,5-dihydroisoxazole CC1(C(=NOC1CC1=NC2=CC=CC=C2C=C1)C1=CC=CC=C1)C